1-benzyl-1-(1-carboxypropyl)phosphinan-1-ium formate C(=O)[O-].C(C1=CC=CC=C1)[P+]1(CCCCC1)C(CC)C(=O)O